C(C)OCC1(CN(CC1)CC=1C(=NC=C(C1)F)C([C@@](CC(=O)[O-])(O)C(=O)[O-])C(=O)[O-])CCC1=CC=C(C=C1)F |o1:18| (R or S)-3-((3-(ethoxymethyl)-3-(4-fluorophenethyl) pyrrolidin-1-yl)methyl)-5-fluoropyridinecitrate